P(=O)(OC(C(C)(C)C)Br)(OCCCCl)OCCCCl monobromoneopentyl di(chloropropyl) phosphate